O1C(OCC1)C=1C=CC(=NC1)C1=C2CCNC2=CC=C1 4-[5-(1,3-Dioxolan-2-yl)pyridin-2-yl]-2,3-dihydro-1H-indole